N-(6-aminohexyl)carbamic acid tert-butyl ester CC(C)(C)OC(=O)NCCCCCCN